C(CCCCCC)C(C(=O)OCCC(CCOC(C(CCCCCCC)CCCCCCC)=O)N1CCC2(CC1)CCN(CC2)CCCCO)CCCCCCC 3-(9-(4-hydroxybutyl)-3,9-diazaspiro[5.5]undecan-3-yl)pentane-1,5-diyl bis(2-heptylnonanoate)